4-(4-bromophenyl)-N,N-dimethylpiperazine-1-carboxamide BrC1=CC=C(C=C1)N1CCN(CC1)C(=O)N(C)C